C(=C/C1=CC=CC=C1)/C1=C(C(=O)OC)C=CC=C1 methyl (Z)-2-styrylbenzoate